N-((3-methoxythiophen-2-yl)methyl)-2-(9-(pyridin-2-yl)-6-oxaspiro[4.5]dec-2-en-9-yl)ethylamine hydrochloride Cl.COC1=C(SC=C1)CNCCC1(CCOC2(CC=CC2)C1)C1=NC=CC=C1